2-[2-(4-methyl-1-piperazinyl)ethoxy]Ethanol CN1CCN(CC1)CCOCCO